CN(CCC1=CNC2=CC=C(C=C12)C)C N,N-dimethyl-2-(5-methyl-1H-indol-3-yl)ethanamine